4-(1-(4,4-difluorocyclohexyl)-1H-1,2,3-triazol-4-yl)piperidine hydrochloride Cl.FC1(CCC(CC1)N1N=NC(=C1)C1CCNCC1)F